3,3'-(1H-imidazole-2,5-diyl)dipropionitrile N1C(=NC=C1CCC#N)CCC#N